C(C1=CC=CC=C1)SC(=CC(=O)OCC1=CC=CC=C1)[Si](C)(C)C Benzyl 3-(benzylthio)-3-(trimethylsilyl)acrylate